OCCN1N=NC(=C1)CN1C(NC2(C1)CCC(CC2)(C2=CC=CC=C2)NC)=O 3-[[1-(2-hydroxy-ethyl)-1H-[1,2,3]triazol-4-yl]-methyl]-8-methylamino-8-phenyl-1,3-diazaspiro[4.5]decan-2-one